(R)-N-(5,8-dimethylisoquinolin-1-yl)-4-(5-methyl-1,3,4-thiadiazol-2-yl)-N-(piperidin-3-yl)benzamide CC1=C2C=CN=C(C2=C(C=C1)C)N(C(C1=CC=C(C=C1)C=1SC(=NN1)C)=O)[C@H]1CNCCC1